5-(5-fluoro-3-pyridinyl)-3-isopropyl-pyrazolo[1,5-a]Pyrimidine-7-carboxylic acid methyl ester COC(=O)C1=CC(=NC=2N1N=CC2C(C)C)C=2C=NC=C(C2)F